hygric acid CN1CCCC1C(=O)O